7-bromo-2-(4-(tert-butyl)-3-chlorophenyl)-3-(2,3-dihydrobenzo[b][1,4]dioxin-6-yl)-1-oxo-1,2,3,4-tetrahydroisoquinoline-4-carboxylic acid BrC1=CC=C2C(C(N(C(C2=C1)=O)C1=CC(=C(C=C1)C(C)(C)C)Cl)C1=CC2=C(OCCO2)C=C1)C(=O)O